C(C)(C)N1N=CC=2CC3(CCN(CC3)C(=O)C3=CC(=NC(=C3)OC)C3=CC=C(C(=O)O)C=C3)CC(C12)=O 4-(4-[(1-isopropyl-7-oxo-1,4,6,7-tetrahydro-1'H-spiro[indazole-5,4'-piperidin]-1'-yl)carbonyl]-6-methoxypyridin-2-yl)benzoic acid